monophenyl ether C1(=CC=CC=C1)OC1=CC=CC=C1